NC1=CC=CC(=N1)C=1C=C(C=CC1)CC(C(=O)OCCCC)(C)C butyl 3-(3-(6-aminopyridin-2-yl)phenyl)-2,2-dimethylpropanoate